ethyl 2-(4-(5-fluoro-1-methyl-1H-indazol-4-yl)cyclohexyl)acetate FC=1C(=C2C=NN(C2=CC1)C)C1CCC(CC1)CC(=O)OCC